(S)-2-(2-(4-cyclopropyl-3-oxopiperazine-1-yl)acetamido)-3-(4-methoxyphenyl)propanamide C1(CC1)N1C(CN(CC1)CC(=O)N[C@H](C(=O)N)CC1=CC=C(C=C1)OC)=O